Hexachloroiridium(IV) Cl[Ir-2](Cl)(Cl)(Cl)(Cl)Cl